S1C(=NC2=C1C=CC=C2)NC(=O)C=2C=CC=C1CCN(CC21)C2=CC=C(C(=N2)C(=O)O)C2=C(N(C(=C2)C#N)CC21OC3(CC(CC(C2)C3)C1)C)C 6-[8-(benzothiazol-2-ylcarbamoyl)-3,4-dihydro-1H-isoquinolin-2-yl]-3-[5-cyano-2-methyl-1-(3-methyl-2-oxa-tricyclo[3.3.1.13,7]dec-1-ylmethyl)-1H-pyrrol-3-yl]pyridine-2-carboxylic acid